N-(5-fluoro-1H-indol-3-yl)-3,3-dimethyl-2-carbonyl-1-(thiophen-3-ylmethyl)indoline-6-carboxamide FC=1C=C2C(=CNC2=CC1)NC(=O)C1=CC=C2C(C(N(C2=C1)CC1=CSC=C1)=C=O)(C)C